N-(7-(hydroxyamino)-7-oxoheptyl)-2-methoxy-4-((4-nitro-1H-indol-3-yl)methyl)benzamide ONC(CCCCCCNC(C1=C(C=C(C=C1)CC1=CNC2=CC=CC(=C12)[N+](=O)[O-])OC)=O)=O